C(C)(=O)N[C@@H]1[C@H](C[C@](OC1[C@@H]([C@@H](COC(C)=O)OC(C)=O)OC(C)=O)(C(=O)OCC1=CC=CC=C1)SC1=CC=CC=C1)OC(C)=O benzyl (2R,4S,5R)-5-acetamido-4-acetoxy-2-phenylsulfanyl-6-[(1S,2R)-1,2,3-triacetoxypropyl]tetrahydropyran-2-carboxylate